Cl\C=C/C(=O)Cl (Z)-3-chloroacryloyl chloride